methyl-pyrrolidine-1-carboxylic acid (R)-tert-butyl ester C(C)(C)(C)OC(=O)N1C(CCC1)C